9-{3-fluoro-bicyclo[1.1.1]pent-1-yl}nonanoic acid FC12CC(C1)(C2)CCCCCCCCC(=O)O